CN1N=C(NC1=O)C(=O)NCC1(CCC1)[C@@H](C)C1=CC=CC=C1 (S)-1-methyl-5-oxo-N-((1-(1-phenylethyl)cyclobutyl)methyl)-4,5-dihydro-1H-1,2,4-triazole-3-carboxamide